C1(CC1)CNC=1N=CC2=C(N(C(C=3C=C(C=CC23)CC2CCNCC2)=O)[C@@H]2CC[C@H](CC2)O)N1 trans-3-((Cyclopropylmethyl)amino)-5-(4-hydroxycyclohexyl)-8-(piperidin-4-ylmethyl)pyrimido[4,5-c]isoquinolin-6(5H)-one